(E)-6-bromo-4-methoxypyridineformaldoxime BrC1=CC(=CC(=N1)\C=N\O)OC